4-amino-5-(2-chlorothiophen-3-yl)pentanoic acid NC(CCC(=O)O)CC1=C(SC=C1)Cl